1-(piperidin-4-ylmethyl)pyrrolidine N1CCC(CC1)CN1CCCC1